CCCCC/C=C\\C=C\\[C@@H](C/C=C\\C=C\\[C@H](CCCC(=O)O)O)O The molecule is a DiHETE that is (6E,8Z,12E,14Z)-icosatetraenoic acid in which the two hydroxy substituents are placed at the 5S- and 11R-positions. It has a role as a human xenobiotic metabolite. It is a conjugate acid of a 5(S),11(R)-DiHETE(1-).